N1C=NC2=C1C=CC(=C2)N2C(C(C2C2=C(C=C(C=C2F)OCCC(F)F)F)O)=O 1-(1H-benzo[d]imidazol-5-yl)-4-(4-(3,3-difluoropropoxy)-2,6-difluorophenyl)-3-hydroxyazetidin-2-one